1-((S)-6,7-dichloro-8-methoxy-1-methyl-1,3-dihydro-2H-pyrrolo[3,4-c]quinolin-2-yl)-2-((1-(tetrahydro-2H-pyran-2-yl)-1H-pyrazol-3-yl)methoxy)ethan-1-one ClC1=C(C(=CC=2C3=C(C=NC12)CN([C@H]3C)C(COCC3=NN(C=C3)C3OCCCC3)=O)OC)Cl